1-(4-aminophenyl)oxy-2,4-pentanedione NC1=CC=C(C=C1)OCC(CC(C)=O)=O